BrC(CCCOC(CC)=O)C 4-bromopentylpropionate